5-(2-(1-(3,4-difluorophenyl)-6-oxopiperidin-2-yl)-7-(3,5-dimethylisoxazol-4-yl)imidazo[1,2-a]pyridin-3-yl)isothiazol-3-carboxylic acid FC=1C=C(C=CC1F)N1C(CCCC1=O)C=1N=C2N(C=CC(=C2)C=2C(=NOC2C)C)C1C1=CC(=NS1)C(=O)O